N1-(5-phenylthiazol-2-yl)benzene-1,4-diamine C1(=CC=CC=C1)C1=CN=C(S1)NC1=CC=C(C=C1)N